O=C1NC(CC[C@H]1N1C(C2=CC=C(C=C2C1)O[C@@H]1[C@H](CCC1)N(CC)CC1CC(C1)(C#N)C)=O)=O (1S,3R)-3-((((1S,2S)-2-((2-(2,6-dioxopiperidin-3-yl)-1-oxoisoindolin-5-yl)oxy)cyclopentyl)(ethyl)amino)methyl)-1-methylcyclobutane-1-carbonitrile